C(C)(C)(C)C1=C(C(C=C2C(C(C(CC2)N)N)=CC=2C(O)=C(C=C(C2)C(C)(C)C)C(C)(C)C)=CC(=C1)C(C)(C)C)O bis(3,5-di-tert-butylsalicylidene)-1,2-cyclohexanediamine